C(C)(C)N(C(=O)C1=C(OC2=C(N=CN=N2)N2CC3(CN(C3)C(=O)OC(C)(C)C)CC2)C=CC(=C1)F)C(C)C Tert-butyl 6-(6-(2-(diisopropylcarbamoyl)-4-fluorophenoxy)-1,2,4-triazin-5-yl)-2,6-diazaspiro[3.4]octane-2-carboxylate